CN(CCN(C1=C(C=C(C(=C1)OC)NC1=NC=NC(=C1)N1OCC[C@@H]1C1=C(C(=CC=C1F)F)F)NC(C=C)=O)C)C N-(2-((2-(dimethylamino)ethyl)(methyl)amino)-4-methoxy-5-((6-((R)-3-(2,3,6-trifluorophenyl)isoxazolidine-2-yl)pyrimidine-4-yl)amino)phenyl)acrylamide